6-[(7R)-4-azaspiro[2.5]octan-7-yl]-2-(2,8-dimethylimidazo[1,2-b]pyridazin-6-yl)-1,6-naphthyridin-5-one C1CC12NCC[C@H](C2)N2C(C=1C=CC(=NC1C=C2)C=2C=C(C=1N(N2)C=C(N1)C)C)=O